(S)-N-((S)-2,4-dimethyl-5-oxo-5,6,7,8-tetrahydro-4H-pyrazolo[1,5-a][1,3]diazepin-6-yl)-5-phenyl-6,7-dihydro-5H-pyrrolo[1,2-b][1,2,4]triazole-2-carboxamide CC1=NN2C(N(C([C@H](CC2)NC(=O)C=2N=C3N(N2)[C@@H](CC3)C3=CC=CC=C3)=O)C)=C1